C(C)(C)(C)OC(=O)N1[C@@H](C[C@@H](CC1)N1CCOCC1)C1=CC=CC=C1 (2s,4r)-4-morpholino-2-phenylpiperidine-1-carboxylic acid tert-butyl ester